N(=[N+]=[N-])CCOCCOCCOCCO 11-azido-3,6,9-trioxaundecanol